2-[2-chloro-4-(trifluoromethoxy)phenoxy]-N-[3-(dimethylsulfamoyl)phenyl]-5-(trifluoromethyl)pyridine-3-carboxamide ClC1=C(OC2=NC=C(C=C2C(=O)NC2=CC(=CC=C2)S(N(C)C)(=O)=O)C(F)(F)F)C=CC(=C1)OC(F)(F)F